[5-(Tert-butyldimethylsilanyloxymethyl)-2,2-dimethyl-[1,3]dioxolan-4-yl]-methanol [Si](C)(C)(C(C)(C)C)OCC1C(OC(O1)(C)C)CO